7-chloro-1-(piperidin-4-yl)-1,3-dihydro-2H-benzo[d]imidazol-2-one ClC1=CC=CC2=C1N(C(N2)=O)C2CCNCC2